OC(CN1CCC(CC1)C(=O)N)CSC1=CC=CC=C1 1-[2-hydroxy-3-(phenylsulfanyl)propyl]piperidine-4-carboxamide